3-glycidoxypropyl-dimethyl-hydroxysilane C(C1CO1)OCCC[Si](O)(C)C